NC(C(=O)O)CC1=CC=C(C=C1)C1=CC=CC=C1 2-amino-3-(4-phenylphenyl)propanoic acid